3-chloro-4-((3,5-difluoropyridin-2-yl)methoxy)-2'-(2-(1-hydroxycyclobutyl)pyrimidin-4-yl)-5',6-dimethyl-2H-[1,4'-bipyridin]-2-one ClC=1C(N(C(=CC1OCC1=NC=C(C=C1F)F)C)C1=CC(=NC=C1C)C1=NC(=NC=C1)C1(CCC1)O)=O